C(CCC)S(=O)C1=NC=CC=C1N 2-(butylsulfinyl)pyridin-3-amine